[Cr].[Re] RHENIUM-CHROMIUM